[N+](=O)([O-])[O-].[In+3].[N+](=O)([O-])[O-].[N+](=O)([O-])[O-] indium (iii) nitrate